1-(2-Amino-6-(4-Chlorophenoxy)-4-Fluorophenyl)Ethan-1-One NC1=C(C(=CC(=C1)F)OC1=CC=C(C=C1)Cl)C(C)=O